Tri(trimethylsiloxy)silanol C[Si](O[Si](O)(O[Si](C)(C)C)O[Si](C)(C)C)(C)C